N-(4-bromophenyl)benzenesulfonamide BrC1=CC=C(C=C1)NS(=O)(=O)C1=CC=CC=C1